N1=C2C(=NC=C1)N=CC(=C2)C=2C=CN1N=C(N=CC12)NCC1OCCC1 5-(pyrido[2,3-b]pyrazin-7-yl)-N-((tetrahydrofuran-2-yl)methyl)pyrrolo[2,1-f][1,2,4]triazin-2-amine